7-methyl-3-(1-methyl-1H-pyrazol-4-yl)-1H-indole-2-carboxylic acid CC=1C=CC=C2C(=C(NC12)C(=O)O)C=1C=NN(C1)C